SC=1N=NSC1S 4,5-dimercapto-1,2,3-thiadiazole